C(C)(=O)OC=1C(=NC=CC1OC)C(N[C@H](C(=O)NC(=C(C1=CC(=CC=C1)C1CC1)C1=CC(=CC=C1)C1CC1)C)C)=O (S)-2-((1-((1,1-bis(3-cyclopropylphenyl)prop-1-en-2-yl)amino)-1-oxopropan-2-yl)carbamoyl)-4-methoxypyridin-3-yl acetate